Sodium Gluconate Sodium Gluconate O=C([C@H](O)[C@@H](O)[C@H](O)[C@H](O)CO)[O-].[Na+].O=C([C@H](O)[C@@H](O)[C@H](O)[C@H](O)CO)[O-].[Na+]